C(C)(C)(C)OC(=O)N1[C@@H]2[C@](CC1)(COCC2)C(=O)O trans-(3aR,7aS)-1-(tert-butoxycarbonyl)hexahydropyrano[4,3-b]pyrrole-3a(4H)-carboxylic acid